(2-fluorophenyl)-((5-(3-methyl-4-(trifluoromethoxy)phenyl)thiophen-2-yl)methyl)quinoxaline FC1=C(C=CC=C1)C=1C(=NC2=CC=CC=C2N1)CC=1SC(=CC1)C1=CC(=C(C=C1)OC(F)(F)F)C